(S)-N-(2,3-difluoro-4-((3-(2-(piperidin-3-ylamino)pyrimidin-4-yl)pyridin-2-yl)oxy)phenyl)-3-(difluoromethoxy)benzenesulfonamide FC1=C(C=CC(=C1F)OC1=NC=CC=C1C1=NC(=NC=C1)N[C@@H]1CNCCC1)NS(=O)(=O)C1=CC(=CC=C1)OC(F)F